C(C)OC1=C(C=C(C=C1C)C=1C=C2CC(C(C2=CC1)NC(O[C@@H]1CN2CCC1CC2)=O)(C)C)C (S)-quinuclidin-3-yl (5-(4-ethoxy-3,5-dimethylphenyl)-2,2-dimethyl-2,3-dihydro-1H-inden-1-yl)carbamate